tert-butyl 4-((1-benzhydrylazetidin-3-ylidene)methyl)piperidine-1-carboxylate C(C1=CC=CC=C1)(C1=CC=CC=C1)N1CC(C1)=CC1CCN(CC1)C(=O)OC(C)(C)C